bis(5-diethylaminocarbonyloxy-4-fluoro-2-methylphenyl) hexasulfide C(C)N(C(=O)OC=1C(=CC(=C(C1)SSSSSSC1=C(C=C(C(=C1)OC(=O)N(CC)CC)F)C)C)F)CC